3-(4-(difluoromethoxy)-1-methyl-1H-pyrazol-5-yl)bicyclo[1.1.1]pentane-1-carboxylic acid FC(OC=1C=NN(C1C12CC(C1)(C2)C(=O)O)C)F